(S)-N-(2,6-Dioxopiperidin-3-yl)-5-(4-(piperidin-4-yl)piperazin-1-yl)picolinamide O=C1NC(CC[C@@H]1NC(C1=NC=C(C=C1)N1CCN(CC1)C1CCNCC1)=O)=O